N-(4-(4-(3-butylureido)phenyl)-1H-pyrrolo[2,3-b]pyridin-6-yl)cyclopropylcarboxamide C(CCC)NC(NC1=CC=C(C=C1)C1=C2C(=NC(=C1)NC(=O)C1CC1)NC=C2)=O